FC=1C(=C(C=CC1F)[C@H]1[C@@H](O[C@@]([C@H]1C)(C)C(F)F)C(=O)NC1=CC(=NC=C1)C(=O)N)OC 4-((2R,3S,4S,5R)-3-(3,4-difluoro-2-methoxyphenyl)-5-(difluoromethyl)-4,5-dimethyltetrahydrofuran-2-carboxamido)picolinamide